C(C)C(CN1C=NC2=C1C=CC=C2)CCCC 1-(2-ethylhexyl)benzimidazole